(S)-phenyl-[(3S)-1,2,3,4-tetrahydro-1,5-naphthyridin-3-yl]methanamine C1(=CC=CC=C1)[C@@H](N)[C@@H]1CNC2=CC=CN=C2C1